3-cyano-4,5,5-trimethylfuran C(#N)C=1COC(C1C)(C)C